N1=CC=C2N1C=C(C=N2)C(=O)O [e]-pyrazolo[1,5-a]pyrimidine-6-carboxylic acid